2-((1-(2-hydroxyethyl)piperidin-4-yl)methyl)-4-phenylpyridazin-3(2H)-one hydrochloride Cl.OCCN1CCC(CC1)CN1N=CC=C(C1=O)C1=CC=CC=C1